4-(2-(N-(2-chloro-4-fluorobenzyl)-(2,3,4,5,6-pentafluorophenyl)sulfonamido)-N-(3-cyclopropyl-5-(pyrrolidin-1-yl)benzyl)acetamido)-3,5-dimethylbenzoic acid ClC1=C(CN(S(=O)(=O)C2=C(C(=C(C(=C2F)F)F)F)F)CC(=O)N(CC2=CC(=CC(=C2)N2CCCC2)C2CC2)C2=C(C=C(C(=O)O)C=C2C)C)C=CC(=C1)F